O[C@]12C[C@H](CC[C@@]2([C@H]2CC[C@@]3([C@H](CC[C@@]3([C@@H]2CC1)O)C=1C=CC(OC1)=O)C)C)NC(=O)NCCN1C(CN(CC1)C)=O 1-((3S,5S,8R,9S,10R,13R,14S,17R)-5,14-dihydroxy-10,13-dimethyl-17-(2-oxo-2H-pyran-5-yl)hexadecahydro-1H-cyclopenta[a]phenanthren-3-yl)-3-(2-(4-methyl-2-oxopiperazin-1-yl)ethyl)urea